C(C)OC(=O)C=1OC=CC1OB(O)O (2-(ethoxycarbonyl)furan-3-yl)boric acid